NCCNCCC[Si](OCC)(OCC)C N-(beta-aminoethyl)-gamma-aminopropyl-methyl-diethoxysilane